3-(6-(2-chloro-4-fluorophenyl)-3-(2,3-dimethyl-2H-pyrazolo[3,4-c]pyridin-4-yl)-2,4-dioxo-3,4-dihydrothieno[3,2-d]pyrimidin-1(2H)-yl)propionitrile ClC1=C(C=CC(=C1)F)C1=CC=2N(C(N(C(C2S1)=O)C=1C=2C(C=NC1)=NN(C2C)C)=O)CCC#N